racemic-2-methyl-2,7-diazaspiro[4.5]decan-1-one CN1C([C@]2(CC1)CNCCC2)=O |r|